(R)-N-((R)-1-(2-(2,5-dimethylthiazol-4-yl)-3,6-dimethyl-4-oxo-3,4-dihydroquinazolin-8-yl)ethyl)-2-methylpropane-2-sulfinamide CC=1SC(=C(N1)C1=NC2=C(C=C(C=C2C(N1C)=O)C)[C@@H](C)N[S@](=O)C(C)(C)C)C